(3S,6S,9aR)-3-benzyl-2-(3-(4-hydroxyphenyl)propanoyl)-6-isobutyl-8-isopentylhexahydro-4H-pyrazino[1,2-a]pyrazine-4,7(6H)-dione C(C1=CC=CC=C1)[C@@H]1N(C[C@@H]2N(C1=O)[C@H](C(N(C2)CCC(C)C)=O)CC(C)C)C(CCC2=CC=C(C=C2)O)=O